(2S)-3-(3-bromo-2-fluorophenyl)-2-(9H-fluoren-9-yl-methoxycarbonyl-amino)propanoic acid BrC=1C(=C(C=CC1)C[C@@H](C(=O)O)N(C(=O)OC)C1C2=CC=CC=C2C=2C=CC=CC12)F